5-methyl-pyrazolo[1,5-a]pyrimidine CC1=NC=2N(C=C1)N=CC2